COC=1C=C(C=CC1)C(CC1=NC=CC=C1C)C 2-(2-(3-Methoxyphenyl)propyl)-3-methylpyridine